methyl 5-(5-{(1S)-1-[3-cyclopropyl-5-(trifluoromethoxy)benzamido]ethyl}-1H-1,2,4-triazol-1-yl)pyrazine-2-carboxylate C1(CC1)C=1C=C(C(=O)N[C@@H](C)C2=NC=NN2C=2N=CC(=NC2)C(=O)OC)C=C(C1)OC(F)(F)F